N-[(2E)-3-(3,4-dihydroxyphenyl)-1-oxo-2-propen-1-yl]-L-tyrosine OC=1C=C(C=CC1O)/C=C/C(=O)N[C@@H](CC1=CC=C(C=C1)O)C(=O)O